7-hydroxy-8-(3-methyl-6-(prop-1-en-2-yl)cyclohex-2-en-1-yl)-5-pentyl-4H-benzo[d][1,3]dioxin-4-one OC=1C=C(C2=C(OCOC2=O)C1C1C=C(CCC1C(=C)C)C)CCCCC